O1N=C(N=C1)CNC1CC(C1)C1=CC=C(C=C1)C1=CC=C(C=C1)/C=C/[C@@H](CO)N1C(=NC=C1)[C@H](C)O (S,E)-4-(4'-(3-(((1,2,4-oxadiazol-3-yl)methyl)amino)cyclobutyl)-[1,1'-biphenyl]-4-yl)-2-(2-((S)-1-hydroxyethyl)-1H-imidazol-1-yl)but-3-en-1-ol